C1(=CC=CC=C1)NC(C(CC(=O)O)CCC[Si](OCC)(OCC)C)=O 2-(3-methyldiethoxysilylpropyl)succinic acid monophenylamide